CC1CC(=O)OC1=O The molecule is a tetrahydrofurandione that is succinic anhydride substituted by a methyl group at position 3. It has a role as a metabolite. It is a cyclic dicarboxylic anhydride and a tetrahydrofurandione. It derives from a succinic anhydride.